1,1'-(piperazine-1,4-diyl)bis(butan-2-ol) N1(CCN(CC1)CC(CC)O)CC(CC)O